4-(2,4-dichlorobenzoyl)-1,3-dimethyl-1H-pyrazol-5-yl-4-nitrobenzenesulfonate ClC1=C(C(=O)C=2C(=NN(C2OS(=O)(=O)C2=CC=C(C=C2)[N+](=O)[O-])C)C)C=CC(=C1)Cl